OC1=C(C(=O)NC=2C=C(C(=O)OCC)C=C(C2)NC(C2=C(C=C(C(=C2)O)C(=O)OCC)O)=O)C=C(C(=C1)C(=O)OCC)O Ethyl 3,5-bis(2,5-dihydroxy-4-ethoxycarbonylbenzoylamino)benzoat